5-[4-amino-5-(trifluoromethyl)pyrrolo[2,1-f][1,2,4]triazin-7-yl]-2,4-difluoro-N-[(3R,4S)-4-fluoro-1-[(2R)-3,3,3-trifluoro-2-hydroxy-2-methylpropanoyl]pyrrolidin-3-yl]benzamide NC1=NC=NN2C1=C(C=C2C=2C(=CC(=C(C(=O)N[C@@H]1CN(C[C@@H]1F)C([C@@](C(F)(F)F)(C)O)=O)C2)F)F)C(F)(F)F